2,2,2-Trifluoroethyl 4-methyl-2-((1-oxo-1,2-dihydro-2,7-naphthyridine-2-carboxamido)methyl)benzofuran-7-carboxylate CC1=CC=C(C2=C1C=C(O2)CNC(=O)N2C(C1=CN=CC=C1C=C2)=O)C(=O)OCC(F)(F)F